tert-butyl 4-hydroxy-4-(trifluoromethyl)piperidine-1-carboxylate OC1(CCN(CC1)C(=O)OC(C)(C)C)C(F)(F)F